ClC(C)(O)C1=CC=CC=C1 chlorophenyl-ethanol